4-benzyloxy-6-chloro-2-methyl-3-vinylpyridine C(C1=CC=CC=C1)OC1=C(C(=NC(=C1)Cl)C)C=C